N'-[(1E)-pyridin-2-ylmethylene]Pyridine-4-carbohydrazide N1=C(C=CC=C1)\C=N\NC(=O)C1=CC=NC=C1